N1N=CC2=CC(=CC=C12)C=1C=CC=2N(C3=CC=C(C=C3SC2C1)C=1C=C2C=NNC2=CC1)CCN1CCCC1 3,7-di(1H-indazol-5-yl)-10-(2-(pyrrolidin-1-yl)ethyl)-10H-phenothiazine